tri(pentachlorophenyl)borane ClC1=C(C(=C(C(=C1B(C1=C(C(=C(C(=C1Cl)Cl)Cl)Cl)Cl)C1=C(C(=C(C(=C1Cl)Cl)Cl)Cl)Cl)Cl)Cl)Cl)Cl